8-fluoro-7-(7-fluoro-3-(methoxymethoxy)-8-((triisopropylsilyl)ethynyl)naphthalen-1-yl)-5-methoxy-2-(methylthio)pyrido[4,3-d]pyrimidin-4-amine FC1=C(N=C(C2=C1N=C(N=C2N)SC)OC)C2=CC(=CC1=CC=C(C(=C21)C#C[Si](C(C)C)(C(C)C)C(C)C)F)OCOC